(3-chloro-8-((3-(difluoromethoxy)-5-(trifluoromethyl)pyridin-2-yl)amino)-5,6,7,8-tetrahydroisoquinolin-8-yl)methanol ClC=1N=CC=2C(CCCC2C1)(NC1=NC=C(C=C1OC(F)F)C(F)(F)F)CO